(S)-5-(4-(3,3-difluoro-4-((1-(2,2,2-trifluoroethyl)-1H-pyrazolo[4,3-c]pyridin-6-yl)oxy)pyrrolidin-1-yl)-6-methoxypyridin-2-yl)pyrimidine-2,4(1H,3H)-dione FC1(CN(C[C@@H]1OC1=CC2=C(C=N1)C=NN2CC(F)(F)F)C2=CC(=NC(=C2)OC)C=2C(NC(NC2)=O)=O)F